N-[(3R)-piperidin-3-yl]carbamic acid tert-butyl ester C(C)(C)(C)OC(N[C@H]1CNCCC1)=O